6-bromo-2-iodo-1-tosyl-3-(trifluoromethylseleno)-1H-indole BrC1=CC=C2C(=C(N(C2=C1)S(=O)(=O)C1=CC=C(C)C=C1)I)[Se]C(F)(F)F